C(C)(C)(C)C(C)(C)OOC(C)(C)C(C)(C)C alpha-tert-butyl-isopropyl peroxide